5-(prop-2-yne-1-yloxy)pyridineformaldehyde C(C#C)OC=1C=CC(=NC1)C=O